(E)-1-(1,2-dibromovinyl)-4-cyanobenzene Br\C(=C\Br)\C1=CC=C(C=C1)C#N